C1(CC1)OC1=C(C(=NC=C1)OC([2H])([2H])[2H])C1=CN(C2=NC(=CC=C21)NC(=O)[C@H]2[C@@H](C2)C=O)COCC[Si](C)(C)C Trans-N-(3-(4-cyclopropoxy-2-(methoxy-d3)pyridin-3-yl)-1-((2-(trimethylsilyl)ethoxy)methyl)-1H-pyrrolo[2,3-b]pyridin-6-yl)-2-formylcyclopropane-1-carboxamide